C(C)(C)(C)OC(=O)N1C(CCCC1)C1=CC=C2C(N(NC2=C1)C(C(=O)N)CCC(=O)OC(C)(C)C)=O (2-(1-amino-5-(tert-butoxy)-1,5-dioxopentan-2-yl)-3-oxo-2,3-dihydro-1H-indazol-6-yl)piperidine-1-carboxylic acid tert-butyl ester